FC1=CC=C(N[C@@H](CC2=CC(=CC=C2)OC)C)C=C1 (R)-4-fluoro-N-(1-(3-methoxyphenyl)propan-2-yl)aniline